FC1=C(OC2=CC=C(C(=O)O)C=C2)C=CC(=C1)F 4-(2,4-difluorophenoxy)benzoic acid